C(N)(=O)C=1N=CN2C1N=NN(C2=O)C 8-carbamoyl-3-methylimidazo[5,1-d]-1,2,3,5-tetrazin-4(3H)-one